3-[9H-fluoren-9-ylmethoxy-carbonyl(meth-yl)amino]propanoic acid C1=CC=CC=2C3=CC=CC=C3C(C12)COC(=O)N(CCC(=O)O)C